1-(4-(4-(((1R,4R)-2,5-diazabicyclo[2.2.1]heptan-2-yl)methyl)piperidin-1-yl)-1H-pyrazol-1-yl)-N-(2-chloro-4-(trifluoromethyl)phenyl)cyclobutane-1-carboxamide hydrochloride Cl.[C@H]12N(C[C@H](NC1)C2)CC2CCN(CC2)C=2C=NN(C2)C2(CCC2)C(=O)NC2=C(C=C(C=C2)C(F)(F)F)Cl